4-(2-{[4-(4-methylpiperazin-1-yl)phenyl]amino}-7-oxo-5-[2-(triisopropylsilyl)ethynyl]pyrido[2,3-d]pyrimidin-8-yl)pyrrolidin-2-one CN1CCN(CC1)C1=CC=C(C=C1)NC=1N=CC2=C(N1)N(C(C=C2C#C[Si](C(C)C)(C(C)C)C(C)C)=O)C2CC(NC2)=O